ClC=1N=C(N2N=C(N=CC21)S(=O)C)C21C(C(C2)C1)C 5-chloro-2-methanesulfinyl-7-{2-methylbicyclo[1.1.1]pentan-1-yl}imidazo[4,3-f][1,2,4]triazine